C(C=C)C1=C(C=CC=C1)OC1=CC=CC=C1 allyl-phenoxybenzene